(E)-3-(2-bromo-5-fluorophenyl)acrylonitrile BrC1=C(C=C(C=C1)F)/C=C/C#N